C(C1=CC=CC=C1)[C@H]1N(C(OC1)=O)C(C[C@@](C)(O)C1=C(C=C(C=C1)F)F)=O (R)-4-benzyl-3-((R)-3-(2,4-difluorophenyl)-3-hydroxybutanoyl)oxazolidin-2-one